2-(6,7-dihydro-5H-pyrrolo[1,2-c]imidazol-1-yl)-2-[4-fluoro-1-oxo-6-[4-(4-piperidyl)phenyl]isoindolin-2-yl]-N-thiazol-2-yl-acetamide hydrochloride Cl.C1(=C2N(C=N1)CCC2)C(C(=O)NC=2SC=CN2)N2C(C1=CC(=CC(=C1C2)F)C2=CC=C(C=C2)C2CCNCC2)=O